4-(5-amino-1-(8-oxabicyclo[3.2.1]oct-2-en-3-yl)imidazo[1,5-c]pyrimidin-3-yl)-N-(4-(trifluoromethyl)pyridin-2-yl)benzamide NC1=NC=CC=2N1C(=NC2C2=CC1CCC(C2)O1)C1=CC=C(C(=O)NC2=NC=CC(=C2)C(F)(F)F)C=C1